2-Amino-4-((S)-1,2-difluoro-14-oxo-8,8a,9,10,11,12-hexahydro-7H,14H-pyrazino[1',2':5,6][1,5]diazocino[3,2,1-hi]indazol-3-yl)-7-fluorobenzo[b]thiophene-3-carbonitrile NC1=C(C2=C(S1)C(=CC=C2C2=C1C=NN3C1=C(C(=C2F)F)C(N2[C@@H](CC3)CNCC2)=O)F)C#N